1,2-ditetradecanoyl-sn-glycerol C(CCCCCCCCCCCCC)(=O)OC[C@@H](OC(CCCCCCCCCCCCC)=O)CO